7-(3-fluoro-4-(trifluoromethyl)phenyl)-N6-(isoquinolin-6-yl)-N2,5-dimethyl-N2-(2-(piperidin-1-yl)ethyl)-4,7-dihydropyrazolo[1,5-a]pyrimidine-2,6-dicarboxamide FC=1C=C(C=CC1C(F)(F)F)C1C(=C(NC=2N1N=C(C2)C(=O)N(CCN2CCCCC2)C)C)C(=O)NC=2C=C1C=CN=CC1=CC2